3-[(6,7-dichloro-2,2-dioxo-4,9-dihydro-1H-pyrrolo[3,2-h][2,1,3]benzothiadiazin-3-yl)methyl]cyclobutanol ClC=1C2=C(C3=C(CN(S(N3)(=O)=O)CC3CC(C3)O)C1)NC=C2Cl